2-(4-(8-((1-methyl-1H-pyrazol-4-yl)amino)imidazo[1,2-a]pyrazin-3-yl)phenyl)-N-(5-(1,1,1-trifluoro-2-methylpropan-2-yl)isoxazol-3-yl)acetamide CN1N=CC(=C1)NC=1C=2N(C=CN1)C(=CN2)C2=CC=C(C=C2)CC(=O)NC2=NOC(=C2)C(C(F)(F)F)(C)C